ethyl 4-(8-bromo-6-(pivaloyloxy)-1,2,3,4-tetrahydronaphthalen-1-yl)butanoate BrC=1C=C(C=C2CCCC(C12)CCCC(=O)OCC)OC(C(C)(C)C)=O